1-(methylamino)-N-[2-[(2R)-1-methylpyrrolidin-2-yl]-1-[[2-(trimethylsilyl)ethoxy]methyl]pyrrolo[3,2-c]pyridin-6-yl]isoquinoline-6-carboxamide CNC1=NC=CC2=CC(=CC=C12)C(=O)NC1=CC2=C(C=N1)C=C(N2COCC[Si](C)(C)C)[C@@H]2N(CCC2)C